NC1=NC(=NC(=N1)N1CCCC1)O[C@@H]1CN(CC1)CC(=O)NC=1C=CC=C2C(=CNC12)C1=NC(=NC=C1C)NC1=NN(C(=C1)C)C (S)-2-(3-((4-amino-6-(pyrrolidin-1-yl)-1,3,5-triazin-2-yl)oxy)pyrrolidin-1-yl)-N-(3-(2-((1,5-dimethyl-1H-pyrazol-3-yl)amino)-5-methylpyrimidin-4-yl)-1H-indol-7-yl)acetamide